methyl 3-(5-((R)-1-(3,5-dichloropyridin-4-yl)ethoxy)-1-(tetrahydro-2H-pyran-2-yl)1H-indazol-3-yl)benzoate ClC=1C=NC=C(C1[C@@H](C)OC=1C=C2C(=NN(C2=CC1)C1OCCCC1)C=1C=C(C(=O)OC)C=CC1)Cl